2-[4-cyclopropyl-2-(2,2-difluoro-1-hydroxyethyl)-6-fluorophenyl]-6-ethoxy-2,5-dihydro-4H-pyrazolo[3,4-d]pyrimidin-4-one C1(CC1)C1=CC(=C(C(=C1)F)N1N=C2N=C(NC(C2=C1)=O)OCC)C(C(F)F)O